FC1=CC=C(C=C1)C1=C(NC2=C(C=CC=C12)C)C(=O)OCC ethyl 3-(4-fluorophenyl)-7-methyl-1H-indole-2-carboxylate